tert-butyl (3R,4R)-4-[1-(2,6-dioxo-3-piperidyl)-3-ethyl-2-oxo-benzimidazol-5-yl]-3-hydroxy-piperidine-1-carboxylate O=C1NC(CCC1N1C(N(C2=C1C=CC(=C2)[C@@H]2[C@H](CN(CC2)C(=O)OC(C)(C)C)O)CC)=O)=O